O=C1NC2=C(N1)C=CC=C2 oxo-2,3-dihydro-1H-1,3-benzodiazol